lanthanum-silicon oxide [Si]=O.[La]